ClC=1C=C(C=CC1)C1=C(C=C(C=C1)F)OC(F)F 3-chloro-2'-(difluoromethoxy)-4'-fluoro-[1,1']-biphenyl